3-[(2R,4S)-4-({[1-(2,2-difluoro-1,3-benzodioxol-5-yl)cyclopropyl]carbonyl}amino)tetrahydro-2H-pyran-2-yl]benzoic acid FC1(OC2=C(O1)C=CC(=C2)C2(CC2)C(=O)N[C@@H]2C[C@@H](OCC2)C=2C=C(C(=O)O)C=CC2)F